BrC=1C(=C(C(N(N1)C1=CC2=CN(N=C2C=C1)C)=O)Cl)Cl 6-bromo-4,5-dichloro-2-(2-methyl-2H-indazol-5-yl)pyridazin-3(2H)-one